(s)-5-(2-aminophenyl)-2-(4-methoxyphenyl)Azole-4-carboxylic acid ethyl ester C(C)OC(=O)C=1C=C(NC1C1=C(C=CC=C1)N)C1=CC=C(C=C1)OC